C(CCCCCCCCCCC)SC(=S)SC(C(=O)O)(C)C.C=C ethylene 2-(dodecylthiocarbonothioylthio)-2-methylpropionate